methyl 2-(2,2-difluoro-6-azaspiro[2.5]oct-1-yl)-1-(((S)-oxetan-2-yl) methyl)-1H-benzo[d]imidazole-6-carboxylate FC1(C(C12CCNCC2)C2=NC1=C(N2C[C@H]2OCC2)C=C(C=C1)C(=O)OC)F